methyl 5-(2-hydroxyethyl)-2-methoxy-3-nitrobenzoate OCCC=1C=C(C(=C(C(=O)OC)C1)OC)[N+](=O)[O-]